(E)-N-((1s,4s)-4-(4-amino-3-(4-phenoxyphenyl)-1H-pyrazolo[3,4-d]pyrimidin-1-yl)cyclohexyl)-4-morpholinobut-2-enamide NC1=C2C(=NC=N1)N(N=C2C2=CC=C(C=C2)OC2=CC=CC=C2)C2CCC(CC2)NC(\C=C\CN2CCOCC2)=O